ClC1=C(N(C(C2=C(C=CC=C12)C1=C(C=CC(=C1)F)C)=O)C1=CC=CC=C1)[C@H](C)NC=1C2=C(N=CN1)NC=CC2=O (S)-4-((1-(4-chloro-8-(5-fluoro-2-methylphenyl)-1-oxo-2-phenyl-1,2-dihydroisoquinolin-3-yl)ethyl)amino)pyrido[2,3-d]pyrimidin-5(8H)-one